2-(2,6-Dioxopiperidin-3-yl)-5-(4-((3-methoxy-4-((4-((2-methyl-3-oxoisoindolin-4-yl)oxy)-5-(trifluoromethyl)pyrimidin-2-yl)amino)benzyl)amino)piperidin-1-yl)isoindoline-1,3-dione O=C1NC(CCC1N1C(C2=CC=C(C=C2C1=O)N1CCC(CC1)NCC1=CC(=C(C=C1)NC1=NC=C(C(=N1)OC1=C2C(N(CC2=CC=C1)C)=O)C(F)(F)F)OC)=O)=O